C1=CC=CC=2C3=CC=CC=C3C(C12)COC(=O)NCCN(CC(=O)OCC=C)C(CCN(C=1N=NC(=CC1)OCC1=CC=C(C=C1)OC)C(=O)OC(C)(C)C)=O allyl N-(2-((((9H-fluoren-9-yl)methoxy)carbonyl)-amino)ethyl)-N-(3-((tert-butoxycarbonyl)(6-((4-methoxybenzyl)oxy)pyridazin-3-yl)amino)propanoyl)glycinate